BrC=1C(NC=2C=C(C=NC2C1)C(=O)OCC)=O ethyl 7-bromo-6-oxo-5H-1,5-naphthyridine-3-carboxylate